tert-butyl (2s)-4-[[3-(4-bromophenyl)-4,4,4-trifluoro-butyl]sulfonimidoyl]-2-(tert-butoxycarbonylamino)butanoate BrC1=CC=C(C=C1)C(CCS(=O)(=N)CC[C@@H](C(=O)OC(C)(C)C)NC(=O)OC(C)(C)C)C(F)(F)F